OC1=C(C=CC(=C1)[N+](=O)[O-])N 1-hydroxy-2-amino-5-nitrobenzene